C(CCCCCC(C)(C)C)(=O)OOOC(C)(C)C tertbutylperoxy neodecanate